4-(3-((tert-Butoxycarbonyl)((4-methoxy-3,5-dimethylpyridin-2-yl)methyl)amino)-5-methylphenyl)piperazine-1-carboxylic acid tert-butyl ester C(C)(C)(C)OC(=O)N1CCN(CC1)C1=CC(=CC(=C1)C)N(CC1=NC=C(C(=C1C)OC)C)C(=O)OC(C)(C)C